4-benzyl-6-methoxy-1-((3-(trifluoromethyl)phenyl)sulfonyl)-1,2,3,4-tetrahydroquinoxaline C(C1=CC=CC=C1)N1CCN(C2=CC=C(C=C12)OC)S(=O)(=O)C1=CC(=CC=C1)C(F)(F)F